NC1=C(N=CC2=C(C=CC=C12)C=1C(=CC2=C(OCC(N2C)=O)C1)OC)C(=O)NCCC 4-amino-8-(6-methoxy-4-methyl-3-oxo-3,4-dihydro-2H-benzo[b][1,4]Oxazine-7-yl)-N-propylisoquinoline-3-carboxamide